3-[[4-[(7-tert-butyl-3-methyl-1,2,3,4-tetrahydroisoquinolin-4-yl)methoxy]-6-(2,6-dimethylphenyl)pyrimidin-2-yl]sulfamoyl]benzoic acid C(C)(C)(C)C1=CC=C2C(C(NCC2=C1)C)COC1=NC(=NC(=C1)C1=C(C=CC=C1C)C)NS(=O)(=O)C=1C=C(C(=O)O)C=CC1